(Z)-3-(5-((3-(3-(2-(4-(1-(4-hydroxyphenyl)-2-phenylbut-1-en-1-yl)phenoxy)ethoxy)propoxy)propyl)amino)-1-oxoisoindolin-2-yl)piperidine-2,6-dione OC1=CC=C(C=C1)/C(=C(\CC)/C1=CC=CC=C1)/C1=CC=C(OCCOCCCOCCCNC=2C=C3CN(C(C3=CC2)=O)C2C(NC(CC2)=O)=O)C=C1